C(C(=C)C)(=O)OC1CC2C(CC1)O2 (3,4-epoxycyclohexane-1-yl) methacrylate